trifluoromannose F[C@]([C@@](C(=O)F)(O)F)(O)[C@H](O)[C@H](O)CO